2-amino-1-(2-(3-fluorophenyl)-8,8-dimethyl-3-((6-(trifluoromethyl)pyridin-2-yl)amino)-5,6-dihydroimidazo[1,2-a]pyrazin-7(8H)-yl)ethan-1-one NCC(=O)N1C(C=2N(CC1)C(=C(N2)C2=CC(=CC=C2)F)NC2=NC(=CC=C2)C(F)(F)F)(C)C